2-[4-(4-Hydroxy-piperidin-1-yl)-6-pyrimidin-4-yl-pyrimidin-2-ylamino]-4-methylthiazole-5-carboxylic acid ethyl ester C(C)OC(=O)C1=C(N=C(S1)NC1=NC(=CC(=N1)N1CCC(CC1)O)C1=NC=NC=C1)C